methyl 2-((4-(6-((4-chloro-2-fluorobenzofuran-7-yl)methoxy)pyridin-2-yl)cyclohex-3-en-1-yl)methyl)-3-(((S)-oxetan-2-yl)methyl)-3H-imidazo[4,5-b]pyridine-5-carboxylate ClC1=CC=C(C2=C1C=C(O2)F)COC2=CC=CC(=N2)C2=CCC(CC2)CC2=NC=1C(=NC(=CC1)C(=O)OC)N2C[C@H]2OCC2